C1(CCC1)N1C(=CC2=CC=CC=C12)NC(CC(C)(C)C)=O N-(1-cyclobutyl-1H-indol-2-yl)-3,3-dimethylbutyramide